2-((5-fluoro-2-methyl-4-(1-methyl-1H-pyrazol-4-yl)phenyl)amino)-9-(4-hydroxybicyclo[2.2.1]heptan-1-yl)-7-methyl-7,9-dihydro-8H-purin-8-one FC=1C(=CC(=C(C1)NC1=NC=C2N(C(N(C2=N1)C12CCC(CC1)(C2)O)=O)C)C)C=2C=NN(C2)C